C1(CC1)N1N=C(C(=C1NC(CC1CC(C1)(F)F)=O)C)C1CC(C1)(F)F N-(1-cyclopropyl-3-(3,3-difluorocyclobutyl)-4-methyl-1H-pyrazol-5-yl)-2-(3,3-difluorocyclobutyl)acetamide